2-((2-hydroxybenzyl)amino)-2-methylpropan-1,3-diol OC1=C(CNC(CO)(CO)C)C=CC=C1